ClC1=CC(=C2C(=N1)C1(OCC2)COCC1)OCCC1(COC1)O 3-(2-((2'-Chloro-4,5,5',6'-tetrahydro-2H-spiro[furan-3,8'-pyrano[3,4-b]pyridin]-4'-yl)oxy)ethyl)oxetan-3-ol